ethyl methylenebisphosphonate ethylenebisphosphonate C(CP(O)(O)=O)P(O)(O)=O.C(P(O)(O)=O)P(OCC)(O)=O